2-((6-(1H-pyrazol-1-yl)pyrimidin-4-yl)amino)-4-((2-methoxyethyl)(4-(5,6,7,8-tetrahydro-1,8-naphthyridin-2-yl)butyl)amino)butanoic acid N1(N=CC=C1)C1=CC(=NC=N1)NC(C(=O)O)CCN(CCCCC1=NC=2NCCCC2C=C1)CCOC